C(C=C)(=O)N1CC2(C1)CCN(CC2)C2=CC=C(C=C2)C=2C=1N(C=C(C2)C=2C=NN(C2)C)N=CC1C#N 4-(4-(2-acryloyl-2,7-diazaspiro[3.5]non-7-yl)phenyl)-6-(1-methyl-1H-Pyrazol-4-yl)pyrazolo[1,5-a]pyridine-3-carbonitrile